N-[2-amino-5-(2-methylthiazol-5-yl)phenyl]-4-(methylsulfonimidoyl)benzamide NC1=C(C=C(C=C1)C1=CN=C(S1)C)NC(C1=CC=C(C=C1)S(=O)(=N)C)=O